2,5-dibromo-1,4-xylene BrC1=C(C=C(C(=C1)C)Br)C